OC=1C=C2CC[C@@H]([C@@H](C2=CC1)C1=CC=C(C=C1)N1CCC(CC1)CCCN1CCN(CC1)C1=CC=C2C(=NN(C2=C1)C)C1C(NC(CC1)=O)=O)C1=CC=CC=C1 3-(6-(4-(3-(1-(4-((1R,2S)-6-Hydroxy-2-phenyl-1,2,3,4-tetrahydronaphthalen-1-yl)phenyl)piperidin-4-yl)propyl)piperazin-1-yl)-1-methyl-1H-indazol-3-yl)piperidine-2,6-dione